FC1=NC=CC(=C1)CNC(=O)C1=CC2=CC=CC(=C2C=C1)C1=CC=C(C=C1)C(F)(F)F N-((2-fluoropyridin-4-yl)methyl)-5-(4-(trifluoromethyl)phenyl)-2-naphthamide